C(C)C=1C(=C(CC(C1)(C)C)C)C 3-ethyl-1,2,5,5-tetramethyl-1,3-cyclohexadiene